[C@@H]12N(C[C@@H](NC1)C2)CCN2C=1N=CC(=CC1OC=1C=C(C=NC21)C=2C=C1C=NNC1=CC2)C=2C=C1C=NNC1=CC2 2-{2-[(1S,4S)-2,5-diazabicyclo[2.2.1]heptan-2-yl]ethyl}-6,12-bis-(1H-indazol-5-yl)-9-oxa-2,4,14-triazatricyclo[8.4.0.0^{3,8}]tetradeca-1(10),3(8),4,6,11,13-hexaene